(2S)-1-[(R)-tert-Butylsulfinyl]-2-(2-chloro-5-fluoro-3-methyl-phenyl)pyrrolidine C(C)(C)(C)[S@@](=O)N1[C@@H](CCC1)C1=C(C(=CC(=C1)F)C)Cl